4-(3-(1-amino-3-methylbutan-2-ylidene)azetidin-1-yl)-6-fluoro-N-methyl-2-((2-methylpyridin-5-yl)oxy)-9H-pyrimido[4,5-b]indol-8-amine NCC(C(C)C)=C1CN(C1)C1=NC(=NC=2NC3=C(C=C(C=C3C21)F)NC)OC=2C=CC(=NC2)C